C(C)(C)(C)OC(=O)N(CC(=O)OCC)C1=CC(=NC(=C1)C(F)(F)F)Cl ethyl 2-((tert-butoxycarbonyl)(2-chloro-6-(trifluoromethyl)pyridin-4-yl)amino)acetate